FC=1C(=C(C=O)C=CC1F)N 3,4-difluoro-2-aminobenzaldehyde